FC1(COC(OC1)C(F)(F)F)F 5,5-difluoro-2-(trifluoro-methyl)-1,3-dioxane